6-((5-((3S,4S)-4-amino-3-methyl-2-oxa-8-azaspiro[4.5]decan-8-yl)pyrazin-2-yl)thio)-5-chloro-3-(3-fluorobenzyl)quinazolin-4(3H)-one N[C@@H]1[C@@H](OCC12CCN(CC2)C=2N=CC(=NC2)SC=2C(=C1C(N(C=NC1=CC2)CC2=CC(=CC=C2)F)=O)Cl)C